3,3,3-trifluoro-N2,N2-dimethyl-propane-1,2-diamine dihydrochloride Cl.Cl.FC(C(CN)N(C)C)(F)F